BrC1=C(C(=C(OCCOC2=C(C(=C(C=C2)Br)Br)Br)C=C1)Br)Br 1,2-bis(tri-bromophenoxy)ethane